ON=C1CCCC=2N=C(SC21)C2CCN(CC2)C(CN2N=C(C=C2C)C(F)(F)F)=O 1-(4-(7-(hydroxyimino)-4,5,6,7-tetrahydrobenzo[d]thiazol-2-yl)piperidin-1-yl)-2-(5-methyl-3-trifluoromethyl-1H-pyrazol-1-yl)ethan-1-one